CCCCSCCSCCCCCCCCC(CCCCCCCCSCCSCCCC)O 5,8,26,29-tetrathiatritriacontan-17-ol